C[C@@H]1O[C@@H](CN(C1)C=1OC2=C(C=C(C=C2C(C1)=O)C)[C@@H](C)NC1=CC=CC=C1)C 2-((2S,6R)-2,6-dimethylmorpholino)-6-methyl-8-((R)-1-(phenylamino)ethyl)-4H-chromen-4-one